2-{[2-(4-methoxypyridin-2-yl)-5H,6H,7H-cyclopenta[d]pyrimidin-4-yl](methyl)amino}-N-[(3R)-oxolan-3-yl]acetamide COC1=CC(=NC=C1)C=1N=C(C2=C(N1)CCC2)N(CC(=O)N[C@H]2COCC2)C